methyl 4-isopropyl-1-methyl-5-(8-methyl-[1,2,4]triazolo[1,5-a]pyridin-6-yl)-1H-pyrazole-3-carboxylate C(C)(C)C=1C(=NN(C1C=1C=C(C=2N(C1)N=CN2)C)C)C(=O)OC